(3S,4R)-3-fluoro-1-(4-((5-isopropyl-8-((3aR,6aS)-tetrahydro-1H-furo[3,4-c]pyrrol-5(3H)-yl)-2,7-naphthyridin-3-yl)amino)pyrimidin-2-yl)-3-methylpiperidin-4-ol F[C@]1(CN(CC[C@H]1O)C1=NC=CC(=N1)NC=1N=CC2=C(N=CC(=C2C1)C(C)C)N1C[C@@H]2[C@H](C1)COC2)C